N1(CCCC1)CC1(CC1)COC1=NC=CC=C1 ((1-(pyrrolidine-1-yl)methylcyclopropan-1-yl)methoxy)pyridine